FC=1C=C(C=CC1F)N1C(=NN=C1N)NCCC(C)OC1OCCCC1 (3,4-difluorophenyl)-N3-(3-tetrahydropyran-2-yloxybutyl)-4H-1,2,4-triazole-3,5-diamine